CC1=CC=CC(=N1)C1=NNC=C1C1=NC2=CC(=CN=C2C=C1)C=1C=NC=CC1 2-[3-(6-methyl-2-pyridyl)-1H-pyrazol-4-yl]-7-(3-pyridyl)-1,5-naphthyridine